2,4-dimethylbutylstyrene CC(CC=CC1=CC=CC=C1)CCC